ClC1=CC=C(C=N1)C[C@H]1C(N(CCC1)C1=CC(=NN1)C1=CN=NC=C1C)=O (S)-3-((6-chloropyridin-3-yl)methyl)-1-(3-(5-methylpyridazin-4-yl)-1H-pyrazol-5-yl)piperidin-2-one